N-(3-(2-(5-amino-1H-pyrazol-1-yl)-8,9-dihydroimidazo[1',2':1,6]pyrido[2,3-d]pyrimidin-6-yl)-4-methylphenyl)-4-(trifluoromethyl)picolinamide NC1=CC=NN1C=1N=CC2=C(N1)N1C(C(=C2)C=2C=C(C=CC2C)NC(C2=NC=CC(=C2)C(F)(F)F)=O)=NCC1